N1C[C@H]([C@@H]([C@H](C1)CC(=O)[O-])CC(=O)[O-])CC(=O)OCC1=CC=C(C=C1)N1CCCC1 (3s,4r,5r)-1-(4-(pyrrolidin-1-yl) benzyl) piperidine-3,4,5-triyltriacetate